C(CCC)[C@H]1N(S(C2=C(N(C1)C1=CC=CC=C1)C=C(C(=C2)B2OC(C(O2)(C)C)(C)C)F)(=O)=O)C (R)-3-butyl-7-fluoro-2-methyl-5-phenyl-8-(4,4,5,5-tetramethyl-1,3,2-dioxaborolan-2-yl)-2,3,4,5-tetrahydrobenzo[f][1,2,5]thiadiazepine 1,1-dioxide